FC1=C(C=C(C(=C1)C)C1=CC2=C(N=C(N=C2)NC)N2C1=NCC2)N(S(=O)(=O)C2=CC(=CC=C2)C(F)(F)F)S(=O)(=O)C2=CC(=CC=C2)C(F)(F)F N-(2-fluoro-4-methyl-5-(2-(methylamino)-8,9-dihydroimidazo[1',2':1,6]pyrido[2,3-d]pyrimidin-6-yl)phenyl)-3-(trifluoromethyl)-N-((3-(trifluoromethyl)phenyl)sulfonyl)benzenesulfonamide